CN1C(=NN=C1)[C@H](C=1C=C(C=CC1)N1C(C2=CC(=CC(=C2C1)C(F)(F)F)CNC1(CCC1)C)=O)C1CC(C1)OC(F)(F)F 2-(3-((S)-(4-methyl-4H-1,2,4-triazol-3-yl)((1s,3R)-3-(trifluoromethoxy)-cyclobutyl)methyl)phenyl)-6-(((1-methylcyclobutyl)amino)methyl)-4-(trifluoromethyl)isoindolin-1-one